(2S,3S,4R,5S)-N-(3-carbamoyl-4-fluoro-phenyl)-3-[2-(difluoromethoxy)-4-fluoro-phenyl]-4,5-dimethyl-5-(trifluoromethyl)tetrahydrofuran-2-carboxamide C(N)(=O)C=1C=C(C=CC1F)NC(=O)[C@H]1O[C@@]([C@@H]([C@H]1C1=C(C=C(C=C1)F)OC(F)F)C)(C(F)(F)F)C